FC1=CC=C(COC=2C=CC(=C3C=CC(NC23)=O)[C@@H](COC)O)C=C1 (S)-8-((4-fluorobenzyl)oxy)-5-(1-hydroxyl-2-methoxyethyl)quinolin-2(1H)-one